ClC1=C(C(=O)O)C=C(C=C1)SC=1N=NC=CC1C#N 2-Chloro-5-[(4-cyanopyridazin-3-yl)sulfanyl]benzoic acid